(6-bromopyridin-3-yl)pyrrolidin-2-one BrC1=CC=C(C=N1)N1C(CCC1)=O